CC1=C(C=CC(=C1)S(N[C@H](C)C1CCNCC1)(=O)=O)NC(C1=C(C=CC=C1)C(F)(F)F)=O (R)-N-(2-methyl-4-(N-(1-(piperidin-4-yl)ethyl)sulfamoyl)phenyl)-2-(trifluoromethyl)benzamide